NC=1C=CC(=NC1C)C1=CN(C2=C(C=CC=C12)C(=O)NC)COCC[Si](C)(C)C 3-(5-amino-6-methylpyridin-2-yl)-N-methyl-1-[[2-(trimethylsilyl)-ethoxy]-methyl]indole-7-carboxamide